C(CCCCCCCCC)OP(O)(O)=O mono-decyl-phosphoric acid